3-(5-(4-chlorophenyl)oxazol-2-yl)-5-(1-cyclohexyl-1H-pyrazol-4-yl)pyridin-2-amine ClC1=CC=C(C=C1)C1=CN=C(O1)C=1C(=NC=C(C1)C=1C=NN(C1)C1CCCCC1)N